ethyl 2-(2-(2-fluoroethoxy)pyridin-3-yl)pyrazolo[5,1-b]thiazole-7-carboxylate FCCOC1=NC=CC=C1C1=CN2C(S1)=C(C=N2)C(=O)OCC